1,5-Dimethyl-4-(pyrazin-2-yl)-1H-pyrazole-3-carboxylic acid CN1N=C(C(=C1C)C1=NC=CN=C1)C(=O)O